(S)-2-amino-4-((cyclohexylmethyl)(2-(3-methoxybenzamido)benzyl)amino)butanoic acid N[C@H](C(=O)O)CCN(CC1=C(C=CC=C1)NC(C1=CC(=CC=C1)OC)=O)CC1CCCCC1